CS(=O)(=O)OCC=1C=C(C=CC1)S(=O)(=O)N1C[C@H](CCC1)C(=O)OCC ethyl (3S)-1-[3-(methylsulfonyloxymethyl)phenyl]sulfonylpiperidine-3-carboxylate